6-hydroxy-2-methylpyrimidin-4-one OC1=CC(NC(=N1)C)=O